Cl.ClC1=C(C(=C(C=C1OC)OC)Cl)N1C(N(C2=NC(=NC=C2C1)N[C@@H]1CN[C@@H](C1)CO)C)=O 3-(2,6-dichloro-3,5-dimethoxyphenyl)-7-(((3S,5S)-5-(hydroxymethyl)pyrrolidin-3-yl)amino)-1-methyl-3,4-dihydropyrimido[4,5-d]pyrimidin-2(1H)-one hydrochloride